methyl 2-chloro-4-(4-cyclopropyl-2-methoxybenzoyl)nicotinate ClC1=C(C(=O)OC)C(=CC=N1)C(C1=C(C=C(C=C1)C1CC1)OC)=O